FC(C=1C=C(OC2=NC(=NC=C2)C2=CC=C(C=C2)C(F)(F)F)C=CC1)(F)F 4-[3-(trifluoromethyl)phenoxy]-2-[4-(trifluoromethyl)phenyl]pyrimidine